[Bi].[Te] tellurium Bismuth